tert-butyl N-[(3S,6S,9R,10aR)-9-hydroxy-3-[3-(morpholine-4-carbonyl)azetidine-1-carbonyl]-5-oxo-decahydropyrrolo[1,2-a]azocin-6-yl]carbamate O[C@H]1C[C@@H]2N(C([C@H](CC1)NC(OC(C)(C)C)=O)=O)[C@@H](CC2)C(=O)N2CC(C2)C(=O)N2CCOCC2